CC(C[C@@H](C(=O)NCP(OCC)(O)=O)NC(NC1=CC=C(C=C1)C(F)(F)F)=O)C ethyl hydrogen ({[(2S)-4-methyl-2-({[4-(trifluoromethyl)phenyl]carbamoyl}amino)pentanoyl]amino}methyl)phosphonate